C(C1=CC=CC=C1)OCCN 2-(benzyloxy)-1-ethylamine